ClC1=C(C=NN1C1CN(C1)C1COC1)N 5-chloro-1-(1-(oxetan-3-yl)azetidin-3-yl)-1H-pyrazol-4-amine